C(C)OC(=O)C1=CSC=C1 Thiophene-3-carboxylic acid ethyl ester